(2Z)-6-bromo-1,1-diethoxy-2-hexene BrCCC\C=C/C(OCC)OCC